N=1N(N=CC1)C1=C(C=CC=C1)C(=O)N1C2CC2[C@H](C1)NC1=NC=CC(=C1)Br (2-(2H-1,2,3-triazol-2-yl)phenyl)((4R)-4-((4-bromopyridin-2-yl)amino)-2-azabicyclo[3.1.0]hex-2-yl)methanone